8-bromo-3-(2,3-difluorophenyl)imidazo[1,2-a]Pyridine BrC=1C=2N(C=CC1)C(=CN2)C2=C(C(=CC=C2)F)F